C(C)(C)(C1=C(C(=CC(=C1)Cl)C(C)CC)O)C1=C(C(=CC(=C1)Cl)C(C)CC)O 2,2'-isopropylidenebis(6-sec-butyl-4-chlorophenol)